C(C)(C)(C)N1N=C(C(=C1)F)C(=O)NCC1=C(C=C(C=C1)C1=CC(=NC=C1)NC(=O)C1CC1)C 1-(tert-butyl)-N-(4-(2-(cyclopropanecarboxamido)pyridin-4-yl)-2-methylbenzyl)-4-fluoro-1H-pyrazole-3-carboxamide